ethyl 2-bromo-7-oxo-4,5,6,7-tetrahydrobenzo[b]thiophene-3-carboxylate BrC1=C(C2=C(S1)C(CCC2)=O)C(=O)OCC